N1=NC(=CC=C1)C1=CC=C(C=C1)NC1=NC=CC(=C1)C1=NC2=C(N1)C=C(C=C2)C(F)(F)F N-(4-(pyridazin-3-yl)phenyl)-4-(6-(trifluoromethyl)-1H-benzo[d]imidazol-2-yl)pyridin-2-amine